[Cl-].CC1=C(C(=CC=C1)C)[N+]1=CNC=C1 3-(2,6-dimethylphenyl)imidazolium chloride